1-(4-(3,4-dichlorophenyl)-5-(isopropylsulfanyl)thiazol-2-yl)-3-methyl-4-(3-(methylsulfonyl)phenyl)-1H-pyrazole-5-carboxylic acid ClC=1C=C(C=CC1Cl)C=1N=C(SC1SC(C)C)N1N=C(C(=C1C(=O)O)C1=CC(=CC=C1)S(=O)(=O)C)C